ClC1=CC=C(COC=2C=C(C=C(C=O)C2)C=O)C=C1 5-(4-chlorobenzyl-oxy)isophthalaldehyde